C(#N)C1=CC=C(C=C1)\C=N\[S@](=O)C(C)(C)C (R)-N-[(E)-(4-cyanophenyl)methylene]-2-methyl-2-propanesulfinamide